tris(N,N-dimethylaminopropyl)-hexahydrotriazine CN(C)CCCN1N(N(CCC1)CCCN(C)C)CCCN(C)C